BrC1=CC(=NC=C1)C1(CC1)S(=O)(C)=NC([O-])=O ((1-(4-bromopyridin-2-yl)cyclopropyl)(methyl)(oxo)-λ6-sulfanylidene)carbamate